(2R,4R)-1-cyano-N-[2-[(4,4-difluorocyclohexyl)amino]-1-methyl-2-oxo-1-(3-pyridyl)ethyl]-4-methoxy-N-[4-(pentafluoro-λ6-sulfanyl)phenyl]pyrrolidine-2-carboxamide C(#N)N1[C@H](C[C@H](C1)OC)C(=O)N(C1=CC=C(C=C1)S(F)(F)(F)(F)F)C(C(=O)NC1CCC(CC1)(F)F)(C=1C=NC=CC1)C